7-bromo-2-cyclobutyl-1-methyl-1H-imidazo[4,5-c]pyridine BrC=1C2=C(C=NC1)N=C(N2C)C2CCC2